OC1=CC=CC=2C(C3=CC=CC(=C3C(C12)=O)O)=O 1,8-Dihydroxyanthraquinone